[Cl-].C(CCC)[N+]1(CCCC1)CCCC 1,1-dibutyl-pyrrolidinium chloride